Ethyl 2-[(1R,3R)-3-amino-1-acetamido-4-methylpentyl]-1,3-thiazole-4-carboxylate N[C@H](C[C@@H](NC(C)=O)C=1SC=C(N1)C(=O)OCC)C(C)C